1-cyclopropyl-7-(1-((2,4-diaminopyrimidin-5-yl)methyl)-6-methoxyindolin-5-yl)-4-oxo-1,4-dihydroquinoline-3-carboxylic acid C1(CC1)N1C=C(C(C2=CC=C(C=C12)C=1C=C2CCN(C2=CC1OC)CC=1C(=NC(=NC1)N)N)=O)C(=O)O